CC=1N(C(=CC1)C)C1=CC=CC(=N1)CCCCNC(OC(C)(C)C)=O tert-butyl (4-(6-(2,5-dimethyl-1H-pyrrol-1-yl)pyridin-2-yl)butyl)carbamate